6-(5H-imidazo[5,1-a]isoindol-5-yl)-N,N-dimethyl-5-oxo-5,6,7,8-tetrahydronaphthalene-2-carboxamide C=1N=CN2C1C1=CC=CC=C1C2C2C(C=1C=CC(=CC1CC2)C(=O)N(C)C)=O